methyl (1R,2S,5S)-6,6-dimethyl-3-azabicyclo-[3.1.0]hexane-2-carboxylate hydrochloride Cl.CC1([C@H]2CN[C@@H]([C@@H]12)C(=O)OC)C